4-((4-(aminomethyl)benzyl)amino)-2-(2,6-dioxopiperidin-3-yl)isoindoline-1,3-dione NCC1=CC=C(CNC2=C3C(N(C(C3=CC=C2)=O)C2C(NC(CC2)=O)=O)=O)C=C1